CC=1C(NC=2C=C(C=NC2C1)CN1CCC(=CC1)C1(C#N)CC=CC=C1)=O 1-(((7-methyl-6-oxo-5,6-dihydro-1,5-naphthyridin-3-yl)methyl)-1,2,3,6-tetrahydropyridin-4-yl)benzonitrile